3-(2-(((2S,4S)-4-((2-((2,4-difluorophenoxy)methyl)pyrimidin-4-yl)oxy)-2-methylpiperidin-1-yl)methyl)-1-(((S)-oxetan-2-yl)methyl)-1H-benzo[d]imidazol-6-yl)propanoic acid FC1=C(OCC2=NC=CC(=N2)O[C@@H]2C[C@@H](N(CC2)CC2=NC3=C(N2C[C@H]2OCC2)C=C(C=C3)CCC(=O)O)C)C=CC(=C1)F